(naphthalene-1-yl)anthracene C1(=CC=CC2=CC=CC=C12)C1=CC=CC2=CC3=CC=CC=C3C=C12